N-(5-bromo-4-isopropylthiazol-2-yl)-8-oxo-6,7-dihydro-5H-indolizine-5-carboxamide BrC1=C(N=C(S1)NC(=O)C1N2C=CC=C2C(CC1)=O)C(C)C